4-[[(1S)-1-(4,8-dichloro-1-oxo-2-phenyl-3-isoquinolyl)ethyl]amino]-8H-pyrido[2,3-d]pyrimidin-5-one ClC1=C(N(C(C2=C(C=CC=C12)Cl)=O)C1=CC=CC=C1)[C@H](C)NC=1C2=C(N=CN1)NC=CC2=O